N-(1-chloro-5-(6-methyl-4,8-dioxo-1,3,6,2-dioxazaborocan-2-yl)undec-6-yn-5-yl)-4-nitrobenzenesulfonamide ClCCCCC(C#CCCCC)(B1OC(CN(CC(O1)=O)C)=O)NS(=O)(=O)C1=CC=C(C=C1)[N+](=O)[O-]